N-[2-(4-chlorophenyl)cyclobutyl]-2-[(2,6-difluoro-4-pyridyl)amino]-5-methyl-thiazole-4-carboxamide ClC1=CC=C(C=C1)C1C(CC1)NC(=O)C=1N=C(SC1C)NC1=CC(=NC(=C1)F)F